N-(4-{[6-(5-chloro-2-fluorophenyl)-3-methylpyridazin-4-yl]amino}pyridin-2-yl)-3-[2-(hydroxymethyl)piperazin-1-yl]propanamide ClC=1C=CC(=C(C1)C1=CC(=C(N=N1)C)NC1=CC(=NC=C1)NC(CCN1C(CNCC1)CO)=O)F